COC(\C=C\CC[C@@H](C(=O)NC=1C(N(C=CC1)CC(=O)NC1C2CC3CC(CC1C3)C2)=O)NC(=O)C=2N=NC=CC2)=O (S,E)-Methyl-7-(1-(2-(2-adamantylamino)-2-oxoethyl)-2-oxo-1,2-dihydropyridin-3-ylamino)-7-oxo-6-(pyridazin-3-carboxamido)hept-2-enoat